(R)-(3,4-Dichlorophenyl)(3-(6-fluorobenzo[d]thiazol-2-yl)-8-methyl-5,6-dihydro-[1,2,4]Triazolo[4,3-a]pyrazin-7(8H)-yl)methanone ClC=1C=C(C=CC1Cl)C(=O)N1[C@@H](C=2N(CC1)C(=NN2)C=2SC1=C(N2)C=CC(=C1)F)C